FC=1C=C(C=CC1F)C1NC[C@H](N(C1)C(C(C)C)=O)C 1-((2R)-5-(3,4-difluorophenyl)-2-methylpiperazin-1-yl)-2-methylpropan-1-one